Cl.C1(CC1)C(C)N 1-cyclopropylethan-1-amine, hydrochloride